C1(CC1)C1=C(C(=O)NCC2=CN=CO2)C=CC(=C1)OCC 2-cyclopropyl-4-ethoxy-N-(oxazol-5-ylmethyl)benzamide